C12(CC3CC(CC(C1)C3)C2)CN2N=CC(=C2C)C2=C(N3C(S2)=C(C=N3)C=3N=NC(=CC3)NC=3SC2=C(N3)C=CC=C2)C(=O)O 2-(1-(adamantan-1-ylmethyl)-5-methyl-1H-pyrazol-4-yl)-7-(6-(benzo[d]thiazol-2-ylamino)pyridazin-3-yl)pyrazolo[5,1-b]thiazole-3-carboxylic acid